methyl 4-(benzyloxy)-2-methoxybenzoate C(C1=CC=CC=C1)OC1=CC(=C(C(=O)OC)C=C1)OC